(3S,4R)-4-((7-(pyridazin-4-yl)pyrrolo[2,1-f][1,2,4]triazin-2-yl)amino)tetrahydro-2H-pyran-3-ol N1=NC=C(C=C1)C1=CC=C2C=NC(=NN21)N[C@H]2[C@@H](COCC2)O